BrC=1C(=NC=C(C1)OC(F)(F)F)Cl 3-bromo-2-chloro-5-(trifluoromethoxy)pyridine